4-({4-[2-hydroxy-5-(prop-2-enyl)phenyl]-2-(prop-2-enyl)phenyl}oxy)-4-oxobutanoic acid OC1=C(C=C(C=C1)CC=C)C1=CC(=C(C=C1)OC(CCC(=O)O)=O)CC=C